3-(6-fluoro-5-(4-((4'-fluoro-5,5-dimethyl-3,4,5,6-tetrahydro-[1,1'-biphenyl]-2-yl)methyl)-3,5-dimethylpiperazine-1-carbonyl)-1-oxoisoindolin-2-yl)piperidine-2,6-dione FC1=C(C=C2CN(C(C2=C1)=O)C1C(NC(CC1)=O)=O)C(=O)N1CC(N(C(C1)C)CC1=C(CC(CC1)(C)C)C1=CC=C(C=C1)F)C